phosphinic acid 2-propenyl ester C(C=C)O[PH2]=O